O1C(=CC=C1)CNC=1C=CC=2N(N1)C(=CN2)C2=CC(=C(C(=C2)OC)OC)OC N-(2-furylmethyl)-3-(3,4,5-trimethoxy-phenyl)imidazo[1,2-b]pyridazin-6-amine